3-(2-(5-chloro-1H-pyrrolo[2,3-b]pyridin-3-yl)-5-fluoro-7H-pyrrolo[2,3-d]pyrimidin-7-yl)bicyclo[2.2.2]octane-2-carboxylic acid ClC=1C=C2C(=NC1)NC=C2C=2N=CC1=C(N2)N(C=C1F)C1C(C2CCC1CC2)C(=O)O